N-(2-(FORMYLMETHYL)BENZYL)ACETAMIDE C(=O)CC1=C(CNC(C)=O)C=CC=C1